[Fe].[Ni].[Fe] iron-nickel-iron